3-(6-methyl-1-(tetrahydro-2H-pyran-2-yl)-4-(4,4,5,5-tetramethyl-1,3,2-dioxaborolan-2-yl)-1H-indazol-5-yl)propanal CC1=C(C(=C2C=NN(C2=C1)C1OCCCC1)B1OC(C(O1)(C)C)(C)C)CCC=O